5-(3-fluoro-4-(trifluoromethyl)phenyl)oxazol-2-amine FC=1C=C(C=CC1C(F)(F)F)C1=CN=C(O1)N